sodium 3-(acrylamido)-3-methylbutanoate C(C=C)(=O)NC(CC(=O)[O-])(C)C.[Na+]